N-(3-(dimethyl-4-methylbenzyl-ammonio)propyl)myristamide chloride [Cl-].C[N+](CCCNC(CCCCCCCCCCCCC)=O)(CC1=CC=C(C=C1)C)C